C(C)(C)(C)OC(NCCC1=CC=C(C=C1)C1=NC=CC=N1)=O 4-(pyrimidin-2-yl)phenethylcarbamic acid tert-butyl ester